COS(=O)(=O)CC1C2(C1)C1=C(CN(S2(=O)=O)CC)C=CC(=C1)Cl (7-chloro-3-ethyl-2,2-dioxido-3,4-dihydrospiro[benzo[d][1,2]thiazine-1,1'-cyclopropane]-2'-yl)methanesulfonic acid methyl ester